C(=O)O.N1C=NC(=C1)C=1N=C2N(C(C1)=O)C=CC=C2 2-(1H-imidazol-4-yl)-4H-pyrido[1,2-a]pyrimidin-4-one formate salt